OC([C@@H](C1=CC=C(C=C1)OC[C@@H](CCC)C([2H])([2H])[2H])NC(OC(C)(C)C)=O)(C)C tert-Butyl ((R)-2-hydroxy-2-methyl-1-(4-(((R)-2-(methyl-d3)pentyl)oxy) phenyl)propyl)carbamate